n-butylbis(1-adamantaneyl)phosphine C(CCC)P(C12CC3CC(CC(C1)C3)C2)C23CC1CC(CC(C2)C1)C3